6-ethynyl-3-((4-methylpiperazin-1-yl)methyl)-1H-indole C(#C)C1=CC=C2C(=CNC2=C1)CN1CCN(CC1)C